4-Amino-1-[4-[4-[6-chloro-4-[difluoro(pyrazin-2-yl)methyl]-2-pyridyl]piperazin-1-yl]sulfonylphenyl]pyrrolidin-2-one NC1CC(N(C1)C1=CC=C(C=C1)S(=O)(=O)N1CCN(CC1)C1=NC(=CC(=C1)C(C1=NC=CN=C1)(F)F)Cl)=O